FC=1C(=CC(=C(C(=O)NC2=CC(=CC=C2)C(F)(F)F)C1)O[C@H](C(F)(F)F)C)N1N=C(N(C1=O)C(C)C)C 5-fluoro-4-[3-methyl-5-oxo-4-(prop-2-yl)-4,5-dihydro-1H-1,2,4-triazol-1-yl]-N-[3-(trifluoromethyl)phenyl]-2-{[(2S)-1,1,1-trifluoropropan-2-yl]oxy}benzamide